6-nitro-4-((1-phenylethyl)amino)-2H-benzopyran-2-one [N+](=O)([O-])C=1C=CC2=C(C(=CC(O2)=O)NC(C)C2=CC=CC=C2)C1